C(#N)C=1C=CC(=NC1)C(N1N=C(C=C1)NC(CC1=CC=C(C=C1)C1(CC1)C(F)(F)F)=O)([2H])[2H] N-(1-((5-cyanopyridin-2-yl)methyl-d2)-1H-pyrazol-3-yl)-2-(4-(1-(trifluoromethyl)cyclopropyl)phenyl)acetamide